(2R)-N-((2S)-1-((2-amino-6,7-dihydro-5H-cyclopenta[b]pyridin-5-yl)amino)-1-Oxopropan-2-yl)-4-phenyl-1,2,5,6-tetrahydropyridine-2-carboxamide NC1=CC=C2C(=N1)CCC2NC([C@H](C)NC(=O)[C@@H]2NCCC(=C2)C2=CC=CC=C2)=O